C1(CC1)C1=C(C(=C(C=N1)C(=O)NC1=CC(=C(C=C1)OC1=CC=NC2=CC(=CN=C12)OC)F)O)C1=CC=C(C=C1)F 6-cyclopropyl-N-[3-fluoro-4-[(7-methoxy-1,5-naphthyridin-4-yl)oxy]phenyl]-5-(4-fluorophenyl)-4-hydroxypyridine-3-carboxamide